CC1=CC=C(C2=CC=CC=C12)C1=CC=C(C2=CC=CC=C12)C 4,4'-dimethyl-1,1'-binaphthyl